4-bromo-N-((1S,3S)-3-hydroxy-3-(trifluoromethyl)cyclobutyl)-N,3-dimethylbenzenesulfonamide BrC1=C(C=C(C=C1)S(=O)(=O)N(C)C1CC(C1)(C(F)(F)F)O)C